FC1=C(OC=2N=CC(=NC2)NC([C@H](C)N2CC(N(CC2)C(=O)C2=NC(=[N+](C=C2)[O-])CO)(C)C)=O)C=CC(=C1)F (S)-4-(4-(1-((5-(2,4-difluorophenoxy)pyrazin-2-yl)amino)-1-oxopropan-2-yl)-2,2-dimethylpiperazine-1-carbonyl)-2-(hydroxymethyl)pyrimidine 1-oxide